ClC=1C=CC(=C(C1)C1=CC(=C(N=N1)C)NC1=CC(=NC=C1)NC(=O)CCN1CC(N(CC1)C)C(=O)OC1COC1)F Oxetan-3-yl 4-{2-[(4-{[6-(5-Chloro-2-Fluorophenyl)-3-Methylpyridazin-4-yl]Amino}Pyridin-2-yl)Carbamoyl]Ethyl}-1-Methylpiperazin-2-Carboxylat